ClC=1C=C(C=CC1)NC(=O)NC1=CC=C(C2=CC=CC=C12)O 1-(3-chlorophenyl)-3-(4-hydroxynaphthalen-1-yl)urea